S([O-])(O)(=O)=O.[K+] Kalium bisulfat